C1(=CC=CC=C1)CCCCN1CCN(CC1)CC1=CC=C2CCC3(C2=C1)CCC(CC3)C(=O)[O-] 6'-{[4-(4-phenylbutyl)piperazin-1-yl]methyl}-2',3'-dihydrospiro[cyclohexane-1,1'-indene]-4-carboxylate